N1N=CC=C1C1CN(C1)C=O [3-(1H-pyrazol-5-yl)azetidin-1-yl]methanone